(1R,2S,4S,6R)-2-(hydroxymethyl)-2-(methoxymethyl)-6-(trifluoromethyl)quinuclidin-3-one OC[C@]1(N2[C@H](C[C@@H](C1=O)CC2)C(F)(F)F)COC